F[W] fluorotungsten